4-(difluoromethyl)-2,5-dimethyl-pyrazole FC(C1=CN(N=C1C)C)F